O(Cl)Cl.[Cu].[Cu].[Cu].[Cu] tetra-copper oxychloride